ClC1=NC(=NC(=N1)C1=CC2=C(OC3=C2C=CC=C3)C=C1)C1=CC=CC=C1 2-chloro-4-(dibenzofuran-2-yl)-6-phenyl-1,3,5-triazine